(2,2,2-trifluoroethyl) (2-fluorocyclohexyl) disulfide FC1C(CCCC1)SSCC(F)(F)F